3-(5-(piperidin-4-yl)-1H-indol-1-yl)piperidine-2,6-dione N1CCC(CC1)C=1C=C2C=CN(C2=CC1)C1C(NC(CC1)=O)=O